C(C)OC(=O)C1=CNC=2N=CN=C(C21)N[C@H]2CN(CCC2)C=CC (R)-4-((1-propenylpiperidin-3-yl)amino)-7H-pyrrolo[2,3-d]pyrimidine-5-carboxylic acid ethyl ester